2-({4-[2-(ethylamino)quinolin-7-yl]phenyl}methyl)-5-phenyl-1,2-dihydro-2,7-naphthyridin-1-one C(C)NC1=NC2=CC(=CC=C2C=C1)C1=CC=C(C=C1)CN1C(C2=CN=CC(=C2C=C1)C1=CC=CC=C1)=O